C(C)(C)(C)C=1C=C(C=C(C1)C)C1=C(C=CC=C1)N(CCCOC)C1=C(C(=CC(=C1)C)C(C)(C)C)O 3-(tert-butyl)-2'-((3-(tert-butyl)-2-hydroxy-5-methylphenyl)(3-methoxypropyl)amino)-5-methyl-[1,1'-biphenyl]